4-((1H-pyrazol-1-yl)methyl)-N-((5-(tert-butyl)-2-methoxyphenyl)sulfonyl)-3-fluorobenzamide N1(N=CC=C1)CC1=C(C=C(C(=O)NS(=O)(=O)C2=C(C=CC(=C2)C(C)(C)C)OC)C=C1)F